O=C1N(CC2=NC=CC=C21)C21CC3(CC(CC(C2)C3)C1)NC(=O)C1=NC(=NC=C1)C 2-Methyl-pyrimidine-4-carboxylic acid [3-(5-oxo-5,7-dihydro-pyrrolo[3,4-b]pyridin-6-yl)-adamantan-1-yl]-amide